(R)-2-(3-(2-((1H-benzo[d][1,2,3]triazol-1-yl)oxy)-5-chloropyrimidin-4-yl)-5-oxo-5H-pyrrolo[3,4-b]pyridin-6(7H)-yl)-N-((S)-2-hydroxy-1-(3-methoxyphenyl)ethyl)propionamide N1(N=NC2=C1C=CC=C2)OC2=NC=C(C(=N2)C=2C=C1C(=NC2)CN(C1=O)[C@@H](C(=O)N[C@H](CO)C1=CC(=CC=C1)OC)C)Cl